N-(5-methoxypyridin-2-yl)-2-[methyl(2-{1H-pyrazolo[3,4-c]pyridin-5-yl}-5H,6H,7H-cyclopenta[d]pyrimidin-4-yl)amino]acetamide COC=1C=CC(=NC1)NC(CN(C=1C2=C(N=C(N1)C=1C=C3C(=CN1)NN=C3)CCC2)C)=O